[5-ethylsulfanyl-6-[8-(2,2,3,3,3-penta-fluoropropoxy)imidazo[1,5-a]pyrazin-3-yl]-3-pyridyl]imino-dimethyl-oxo-λ6-sulfane C(C)SC=1C=C(C=NC1C1=NC=C2N1C=CN=C2OCC(C(F)(F)F)(F)F)N=S(=O)(C)C